NC=1C2=C(N=CN1)N(C=C2C#CC2=CC1=C(N(C=N1)C)C=C2F)[C@H]2C[C@@H](N(C2)C(C=C)=O)CF 1-((2R,4S)-4-(4-Amino-5-((6-fluoro-1-methyl-1H-benzo[d]imidazol-5-yl)ethynyl)-7H-pyrrolo[2,3-d]pyrimidin-7-yl)-2-(fluoromethyl)pyrrolidin-1-yl)prop-2-en-1-one